FC1=CC=C(C=C1)OC(NC(CS(=O)(=O)C(C)C1=CC=C(C=C1)C#N)CC)=O N-(1-(1-(4-cyanophenyl)ethanesulfonyl)but-2-yl)carbamic acid 4-fluorophenyl ester